C(C)(=O)NC1=C(C(=O)NC2=NN(C(=C2)C)C(C)C)C=CC=C1 2-acetamido-N-(1-isopropyl-5-methyl-1H-pyrazol-3-yl)benzamide